Cl.C1(=CC=CC=C1)NN phenylhydrazine hydrochloride salt